2-cyclohexyl-2-(3,3-diethylpentyl)-1-ethoxy-3-methoxy-propane C1(CCCCC1)C(COCC)(COC)CCC(CC)(CC)CC